(±)-trans-1-benzyl-4-(4-fluorophenyl)pyrrolidine-3-carboxylic acid methyl ester COC(=O)[C@@H]1CN(C[C@H]1C1=CC=C(C=C1)F)CC1=CC=CC=C1 |r|